(E)-N-(3-(2-Cyclohexylvinyl)-1-methyl-1H-pyrrolo[2,3-b]pyridin-5-yl)acrylamide C1(CCCCC1)/C=C/C1=CN(C2=NC=C(C=C21)NC(C=C)=O)C